NC1=NC2=C(N1)C=C(C=C2)CNC(CC2C(=CN=C(C2=O)NCCC2=CC=CC=C2)C=2C=C(C(=O)N)C=CC2)=O 3-(4-(2-(((2-AMINO-1H-BENZO[D]IMIDAZOL-6-YL)METHYL)AMINO)-2-OXOETHYL)-5-OXO-6-(PHENETHYLAMINO)-4,5-DIHYDROPYRIDIN-3-YL)BENZAMIDE